C(C)(=O)OCCC1=CC=C(C=C1)[N+](=O)[O-] 4-nitrophenylethyl acetate